[(2S)-1-(4-{[(3-chloro-4-methoxyphenyl)methyl]amino}-5-{[(pyrimidin-2-yl)methyl] carbamoyl}pyrimidin-2-yl)pyrrolidin-2-yl]methyl 6-(nitrooxy)hexanoate [N+](=O)([O-])OCCCCCC(=O)OC[C@H]1N(CCC1)C1=NC=C(C(=N1)NCC1=CC(=C(C=C1)OC)Cl)C(NCC1=NC=CC=N1)=O